N1N=CC2=CC(=CC=C12)CN(CCC1=CC=C(C=C1)NC(=O)C1=C(C=C(C(=C1)OC)OC)NC(=O)C=1OC2=CC=CC=C2C(C1)=O)CC N-(2-((4-(2-(((1H-Indazol-5-yl)methyl)(ethyl)amino)ethyl)phenyl)carbamoyl)-4,5-dimethoxyphenyl)-4-oxo-4H-chromene-2-carboxamide